BrC1=NC(=CC(=C1OCOC)OC(C)CCO[Si](C)(C)C(C)(C)C)I 2-Bromo-4-((4-((tert-butyldimethylsilyl)oxy)butane-2-yl)oxy)-6-iodo-3-(methoxymethoxy)pyridine